Cl.FC1=CC(=CC2=C1N=C(S2)OC2CCNCC2)C=2C=C(C=1N(C2)C=C(N1)C)C#N 6-{4-Fluoro-2-[(piperidin-4-yl)oxy]-1,3-benzothiazol-6-yl}-2-methylimidazo[1,2-a]pyridin-8-carbonitril-Hydrochlorid